[1-[(2R)-2-Aminopropyl]-6-(3-methoxy-1H-pyrazol-4-yl)indol-3-yl]-(6-chlorochroman-3-yl)methanone N[C@@H](CN1C=C(C2=CC=C(C=C12)C=1C(=NNC1)OC)C(=O)C1COC2=CC=C(C=C2C1)Cl)C